(S)-N-(((S)-6-fluoro-6,7-dihydro-5H-pyrrolo[1,2-c]imidazol-3-yl)(1H-indol-2-yl)methyl)-6-methyl-4-((±)-(tetrahydrofuran-2-yl)ethynyl)picolinamide F[C@H]1CC=2N(C(=NC2)C(NC(C2=NC(=CC(=C2)C#C[C@H]2OCCC2)C)=O)C=2NC3=CC=CC=C3C2)C1 |&1:19|